1-amino-1'-(6-amino-5-((2-amino-3-chloropyridin-4-yl)thio)pyrazin-2-yl)-1,3-dihydrospiro[indene-2,4'-piperidin]-6-ol NC1C2=CC(=CC=C2CC12CCN(CC2)C2=NC(=C(N=C2)SC2=C(C(=NC=C2)N)Cl)N)O